ClC1=C(OCCC(=O)NCC=2C=C3C(N(C(C3=CC2)=O)C2C(NC(CC2)=O)=O)=O)C(=CC(=C1)C(C)(C1=CC=C(C=C1)OCC1=NC(=NC=C1)SC)C)C#N 3-[2-chloro-6-cyano-4-[1-methyl-1-[4-[(2-methylsulfanylpyrimidin-4-yl)methoxy]phenyl]ethyl]phenoxy]-N-[[2-(2,6-dioxo-3-piperidyl)-1,3-dioxo-isoindolin-5-yl]methyl]propanamide